(R)-3-chloro-2-iodo-2-methylpropionitrile ClC[C@](C#N)(C)I